BrC(=C)CC 2-bromobut-1-ene